N-(5-fluoro-6-((3-fluorobenzyl)oxy)pyridin-3-yl)acrylamide FC=1C=C(C=NC1OCC1=CC(=CC=C1)F)NC(C=C)=O